[Cu].SC=1NC2=C(N1)C=CC=C2 mercaptobenzimidazole copper